FC(C=1C(=C(C=CC1)[C@@H](C)NC1=NC(=NC2=C3C(=C(C=C12)C1=CCC(CC1)C(=O)N(C)C)OCCN3C)C)F)F 4-(4-(((R)-1-(3-(difluoromethyl)-2-fluorophenyl)ethyl)amino)-2,10-dimethyl-9,10-dihydro-8H-[1,4]oxazino[2,3-H]quinazolin-6-yl)-N,N-dimethylcyclohex-3-enecarboxamide